ClC=1N=CNC1C1(CC1)C(=O)O 1-(4-chloro-1H-imidazol-5-yl)cyclopropane-1-carboxylic acid